(1-(6-chloro-1-(pyridin-2-ylmethyl)-1H-indazol-3-yl)ethyl)-3-methyl-1H-pyrazolo[3,4-d]pyrimidin-4-amine ClC1=CC=C2C(=NN(C2=C1)CC1=NC=CC=C1)C(C)N1N=C(C=2C1=NC=NC2N)C